N-chlorocarboxybenzenesulfonamide ClNS(=O)(=O)C1=C(C=CC=C1)C(=O)O